2,2,2-trifluoro-N-[1-[(6-fluoro-3-pyridyl)methyl]-2-pyridylidene]acetamide rac-tert-Butyl-{[4-(1-methyl-1H-imidazol-2-yl)-2,5-dioxoimidazolidin-4-yl]methyl}carbamate C(C)(C)(C)N(C(O)=O)C[C@@]1(NC(NC1=O)=O)C=1N(C=CN1)C.FC(C(=O)N=C1N(C=CC=C1)CC=1C=NC(=CC1)F)(F)F |r|